ClC=1C(=C(C=NC1)NCC=1C=C2N=CC=NC2=CC1)O[C@H]1CN[C@@H](C1)C 5-chloro-4-(((3R,5R)-5-methylpyrrolidin-3-yl)oxy)-N-(quinoxalin-6-ylmethyl)pyridin-3-amine